CC1=C(C(=O)NC2=CC=C(C=C2)N)C=CC(=C1)N methyl-4,4'-diaminobenzanilide